isoundecanal C(CCCCCCCC(C)C)=O